7-bromo-8-methoxy-N-(2-((methylsulfonyl)methyl)pyridin-4-yl)quinazolin-2-amine BrC1=CC=C2C=NC(=NC2=C1OC)NC1=CC(=NC=C1)CS(=O)(=O)C